3-methoxypyridine-2,6-diamine COC=1C(=NC(=CC1)N)N